(S)-N-(2-Chloro-3-(4'-chloro-6-methoxy-5-((((5-oxopyrrolidin-2-yl)methyl)amino)methyl)-[2,3'-bipyridin]-5'-yl)phenyl)-1,3-dimethyl-2,4-dioxo-1,2,3,4-tetrahydropyrimidine-5-carboxamide ClC1=C(C=CC=C1C=1C(=C(C=NC1)C1=NC(=C(C=C1)CNC[C@H]1NC(CC1)=O)OC)Cl)NC(=O)C=1C(N(C(N(C1)C)=O)C)=O